2-((2S)-2-(1-cyclopropyl-1H-pyrazol-4-yl)-4-morpholinyl)-7-methyl-4-(trans-3-(trifluoromethyl)cyclobutyl)pteridine C1(CC1)N1N=CC(=C1)[C@H]1CN(CCO1)C1=NC2=NC(=CN=C2C(=N1)[C@@H]1C[C@H](C1)C(F)(F)F)C